N1=CC(=CC=C1)C1=CC=C2C(=NNC2=C1)NC(CCC)=O N-(6-(pyridin-3-yl)-1H-indazol-3-yl)butyramide